3-((1r,4r)-4-(ethylamino)cyclohexyl)urea C(C)NC1CCC(CC1)NC(N)=O